(Z)-1,1-Difluoro-4-hydroxy-4-(2-hydroxy-4,6-dimethyl-3-pyridyl)but-3-en-2-on FC(C(\C=C(\C=1C(=NC(=CC1C)C)O)/O)=O)F